CN1N=C(C=C1)C1=NC(=NC=2CC(CCC12)NC(CC)=O)C1=CC=CC=C1 N-(4-(1-methyl-1H-pyrazol-3-yl)-2-phenyl-5,6,7,8-tetrahydroquinazolin-7-yl)propionamide